5-chloro-N-[(2S)-2-cyclopropyl-3-(2,4-difluorophenyl)-2-methylpropyl]-4-oxo-3H-pyrimidine-2-carboxamide ClC=1C(NC(=NC1)C(=O)NC[C@](CC1=C(C=C(C=C1)F)F)(C)C1CC1)=O